O=C1NC(CCC1N1C(N(C2=C1C=CC(=C2)C2CCN(CC2)CC2CN(CC2)C(=O)OC(C)(C)C)C)=O)=O tert-butyl 3-({4-[1-(2,6-dioxopiperidin-3-yl)-3-methyl-2-oxo-1,3-benzodiazol-5-yl]piperidin-1-yl}methyl)pyrrolidine-1-carboxylate